CC1(OC[C@H](O1)C=1C=C(C=CC1)[C@](C(=O)O)(CCCC(CS(=O)(=O)CCO)(C)C)C)C (R)-2-(3-((R)-2,2-dimethyl-1,3-dioxolan-4-yl)phenyl)-7-((2-hydroxyethyl)sulfonyl)-2,6,6-trimethylheptanoic acid